(7-(4-(4-(benzo[b]thiophen-4-yl)piperazin-1-yl)butoxy)-2-oxoquinolin-1(2H)-yl)methyl diisobutylcarbamate C(C(C)C)N(C(OCN1C(C=CC2=CC=C(C=C12)OCCCCN1CCN(CC1)C1=CC=CC=2SC=CC21)=O)=O)CC(C)C